menthanecarboxylic acid C1(CC(C(CC1)C(C)C)C(=O)O)C